ClC1=CC=C(C=C1)C1=CC(=NC(=N1)C=1C=NC=CC1)NCCCN1CCCC1 6-(4-chlorophenyl)-2-(pyridin-3-yl)-N-(3-(pyrrolidin-1-yl)propyl)pyrimidin-4-amine